O=C1NC2(C(N1)=O)C(CCC2)CC2=C(C=C(C(=C2F)N2CCOCC2)F)S(=O)(=O)N ((2,4-dioxo-1,3-diazaspiro[4.4]nonane-6-yl)methyl)-3,5-difluoro-4-morpholinobenzenesulfonamide